nickel-manganese-copper oxide [Cu]=O.[Mn].[Ni]